(7'-bromo-8'-methoxy-4'H-spiro[cyclopropane-1,5'-naphtho[2,1-d]isoxazol]-3'-yl)-2,6-dimethoxybenzenesulfonamide BrC=1C=C2C3(CC=4C(=NOC4C2=CC1OC)C=1C(=C(C(=CC1)OC)S(=O)(=O)N)OC)CC3